1-(1-(6-bromo-2-fluoro-3-methoxy-4-nitrophenyl)pyrimidin-4-yl)-4-methylpiperazine BrC1=CC(=C(C(=C1N1CN=C(C=C1)N1CCN(CC1)C)F)OC)[N+](=O)[O-]